(R)-N-(4-methoxy-2-(4-methylpiperazin-1-yl)-5-((6-(3-(4'-(trifluoromethyl)-[1,1'-biphenyl]-3-yl)isoxazolidin-2-yl)pyrimidin-4-yl)amino)phenyl)acrylamide COC1=CC(=C(C=C1NC1=NC=NC(=C1)N1OCC[C@@H]1C=1C=C(C=CC1)C1=CC=C(C=C1)C(F)(F)F)NC(C=C)=O)N1CCN(CC1)C